2-fluoroethyl (methyl) carbonate C(OCCF)(OC)=O